Cl.COC1=NC(=NC=C1N1CC2(CC1)CCNCC2)C(F)(F)F 2-(4-methoxy-2-(trifluoromethyl)pyrimidin-5-yl)-2,8-diazaspiro[4.5]decane hydrochloride